3-adamantanedimethanoate C12(CC3(CC(CC(C1)C3)C2)C(=O)[O-])C(=O)[O-]